1-dodecyl-1-butylpyrrolidinium fluoride [F-].C(CCCCCCCCCCC)[N+]1(CCCC1)CCCC